4-Methyl-3-ethylhexanoic acid CC(C(CC(=O)O)CC)CC